C(C)(C)(C)OC(NC12CC(C1)(C2)N2C(N(CC2)C2=CC=C(C=C2)Cl)=O)=O tert-butyl{3-[3-(4-chlorophenyl)-2-oxoimidazolidin-1-yl]bicyclo[1.1.1]pentan-1-yl}carbamate